FC1=CC=CC=2C(=N[C@@H](C(NC21)=O)NC(=O)C=2C(=NN1C2OC(CC1)CN1CCCC1)C1=C(C=CC=C1)F)C1=CC=CC=C1 N-[(3S)-9-fluoro-2-oxo-5-phenyl-1,3-dihydro-1,4-benzodiazepin-3-yl]-2-(2-fluorophenyl)-5-(pyrrolidin-1-ylmethyl)-6,7-dihydro-5H-pyrazolo[5,1-b][1,3]oxazine-3-carboxamide